C(CCCCC)C1CCC(CC1)NC(=O)CC(C(CC(=O)NC1CCC(CC1)CCCCCC)C(=O)NC1CCC(CC1)CCCCCC)C(=O)NC1CCC(CC1)CCCCCC 1,2,3,4-butanetetracarboxylic acid tetra(4-n-hexylcyclohexylamide)